N-(5-(3,5-difluorobenzyl)-1H-indazol-3-yl)-4-(4-(((2-(2,6-dioxopiperidin-3-yl)-1-oxoisoindolin-4-yl)methyl)(methyl)amino)piperidin-1-yl)-2-((tetrahydro-2H-pyran-4-yl)amino)benzamide FC=1C=C(CC=2C=C3C(=NNC3=CC2)NC(C2=C(C=C(C=C2)N2CCC(CC2)N(C)CC2=C3CN(C(C3=CC=C2)=O)C2C(NC(CC2)=O)=O)NC2CCOCC2)=O)C=C(C1)F